C1=CC=CC=2C3=CC=CC=C3N(C12)C1=C2C=CC(=CC2=C2C1=CC=1NC3=CC=CC=C3C1C2(C)C)C2=CC=C(C=C2)C2=CC=CC=C2 7-(carbazol-9-yl)-10-(biphenyl-4-yl)-12,12-dimethyl-indeno[2,1-b]carbazole